NC1C(CCCC1)N 1,2-diaminocyclohexane